C(CCCCCCCCCCC)OS(=O)(=O)C1=CC=CC=C1.C(C)(C)N isopropylamine dodecyl-benzenesulphonate